OC(CCCCC)=O oxaheptanone